octadecyl erucate isostearyl-myristate C(CCCCCCCCCCCCCCC(C)C)OC(CCCCCCCCCCCCC)=O.C(CCCCCCCCCCC\C=C/CCCCCCCC)(=O)OCCCCCCCCCCCCCCCCCC